methyl 5-bromo-3-(ethylsulfonyl)picolinate BrC=1C=C(C(=NC1)C(=O)OC)S(=O)(=O)CC